P(O)(N)OC[C@@H]1[C@H](C[C@@H](O1)N1C=CC=2C(=O)NC(N)=NC12)O 7-deazadeoxyguanosine phosphoramidite